3-(4-chloro-3-(3-methyl-2,4-dioxotetrahydropyrimidine-1(2H)-yl)benzoyl)-3-azaspiro[5.5]undecane-9-carbaldehyde ClC1=C(C=C(C(=O)N2CCC3(CC2)CCC(CC3)C=O)C=C1)N1C(N(C(CC1)=O)C)=O